FC=1C=C(C=CC1)C(CC)=O (3-fluorophenyl)propan-1-one